ClC=1N=C(C2=C(N1)C(=C(N=C2)Cl)F)N2CCCOC1C(C21)F 6-(2,7-dichloro-8-fluoropyrido[4,3-d]pyrimidin-4-yl)-8-fluoro-2-oxa-6-azabicyclo[5.1.0]octane